ClC1=CC(=CC=2N=C(OC21)C=2C(=C(C=CC2)C2=C(C(=CC=C2)NC2=NC=CC=1C2=NC=CN1)C)C)CO (7-chloro-2-(2,2'-dimethyl-3'-(pyrido[3,4-b]pyrazin-5-ylamino)-[1,1'-biphenyl]-3-yl)benzo[d]oxazol-5-yl)methanol